C(#N)C1=CC=C(CN2CCN(CC2)CC2=CC(=C(OC(C(=O)O)(C)C)C(=C2)C)C)C=C1 2-(4-((4-(4-cyanobenzyl)piperazin-1-yl)methyl)-2,6-dimethylphenoxy)-2-methylpropanoic acid